FC1(OC2=C(O1)C=CC(=C2)CNC(=O)[C@@H]2CC[C@H](CO2)NC(OC(C)(C)C)=O)F tert-butyl ((3R,6S)-6-(((2,2-difluorobenzo[d][1,3]dioxol-5-yl)methyl)carbamoyl)tetrahydro-2H-pyran-3-yl)carbamate